3-ethyl-1-methoxy-1-[[4-[5-(trifluoromethyl)1,2,4-oxadiazol-3-yl]phenyl]methyl]urea C(C)NC(N(CC1=CC=C(C=C1)C1=NOC(=N1)C(F)(F)F)OC)=O